5-((1H-imidazol-1-yl)methyl)-6-methoxy-[1,1'-biphenyl]-3-amine N1(C=NC=C1)CC=1C=C(C=C(C1OC)C1=CC=CC=C1)N